N-(4-(1H-Pyrazol-3-Yl)Phenyl)-5,7-Dimethylpyrazolo[1,5-A]Pyrimidine-3-Carboxamide N1N=C(C=C1)C1=CC=C(C=C1)NC(=O)C=1C=NN2C1N=C(C=C2C)C